N-(3-(3-chlorophenoxy)-2,3-dihydro-1H-inden-5-yl)acrylamide ClC=1C=C(OC2CCC3=CC=C(C=C23)NC(C=C)=O)C=CC1